(2S,3R)-5,7-dihydroxy-2-(3,4,5-trihydroxyphenyl)chroman-3-yl 6-amino-5-hydroxynicotinate NC1=NC=C(C(=O)O[C@H]2[C@@H](OC3=CC(=CC(=C3C2)O)O)C2=CC(=C(C(=C2)O)O)O)C=C1O